(S)-hydroxypyridine OC1=NC=CC=C1